perfluorooctyl-trifluorosilane FC(C(C(C(C(C(C(C(F)(F)F)(F)F)(F)F)(F)F)(F)F)(F)F)(F)F)([Si](F)(F)F)F